C(C)OC(=O)C1CC(C1)OCCOC1=CC=C(C=C1)C1=NC2=C(C=CC=C2C(=N1)C)Cl 3-[2-[4-(8-chloro-4-methyl-quinazolin-2-yl)phenoxy]ethoxy]cyclobutanecarboxylic acid ethyl ester